C(C)(=O)O[C@@]1([C@H](O[C@H]([C@@H]1OC(C)=O)N1C2=NC(=NC(=C2N=C1)Cl)Cl)COCP(=O)(OCC)OCC)C#C (2R,3R,4R,5R)-5-(2,6-dichloro-9H-purin-9-yl)-2-(((diethoxy-phosphoryl)methoxy)methyl)-3-ethynyltetrahydrofuran-3,4-diyl diacetate